NC1=C(C2=C(C(N1C1=C(C(=CC=C1C)O)C)=O)C(=C(S2)CC)C)C(=O)N (R)-6-amino-2-ethyl-5-(3-hydroxy-2,6-dimethylphenyl)-3-methyl-4-oxo-4,5-dihydrothieno[3,2-c]pyridine-7-carboxamide